6-(((1S,2S,3R,5R)-2-fluoro-9-azabicyclo[3.3.1]nonan-3-yl)oxy)pyridazin F[C@H]1[C@@H]2CCC[C@H](C[C@H]1OC1=CC=CN=N1)N2